Cl.BrC1=C(C=CC=C1C(F)(F)F)CN (2-bromo-3-(trifluoromethyl)phenyl)methylamine hydrochloride